tris(ethylacetone) aluminum [Al].C(C)CC(C)=O.C(C)CC(C)=O.C(C)CC(C)=O